C(C)N(CC=O)C(C)C 2-[ETHYL(PROPAN-2-YL)AMINO]ACETALDEHYDE